CN1C(=NC2=C1C=CC=C2)CN2CCN(CC2)C2=CC(=CC=C2)[N+](=O)[O-] 1-methyl-2-((4-(3-nitrophenyl)piperazin-1-yl)methyl)-1H-benzo[d]imidazole